NCCC1=CC=C(C=C1)NC(CCN1CCCC1)=O N-(4-(2-aminoethyl)phenyl)-3-(pyrrolidin-1-yl)propanamide